C(CCC)[Bi]1S[Bi](S1)CCCC 2,4-dibutyl-1,3,2,4-dithiadibismetane